trans-1,2-cyclobutanedimethanol [C@@H]1([C@@H](CC1)CO)CO